5-(2-((6-(4-methylpiperazin-1-yl)pyridin-3-yl)amino)-7H-pyrrolo[2,3-d]pyrimidin-5-yl)-N-(tetrahydro-2H-pyran-4-yl)pyrazolo[1,5-a]pyridine-3-carboxamide CN1CCN(CC1)C1=CC=C(C=N1)NC=1N=CC2=C(N1)NC=C2C2=CC=1N(C=C2)N=CC1C(=O)NC1CCOCC1